1-(2-(1-methyl-1H-[1,2,3]triazolo[4,5-b]pyridin-6-yl)thieno[2,3-d]pyrimidin-6-yl)-3-(trifluoromethyl)cyclobutanol CN1N=NC2=NC=C(C=C21)C=2N=CC1=C(N2)SC(=C1)C1(CC(C1)C(F)(F)F)O